FC(S(=O)(=O)OC1=CC=CC2=CNN=C12)(F)F 2H-indazol-7-yl trifluoromethanesulfonate